C(C)N1CCN(CC1)C1=CC=C(C=N1)C=1C=2N(C=C(N1)C=1C=NN(C1)C)N=CC2C#N 4-(6-(4-ethylpiperazin-1-yl)pyridin-3-yl)-6-(1-methyl-1H-pyrazol-4-yl)pyrazolo[1,5-a]pyrazine-3-carbonitrile